2-acrylamido-N-(5-(3,5-dimethoxyphenethyl)-1H-pyrazol-3-yl)-4-(3,4,5-trimethylpiperazin-1-yl)benzamide tert-butyl-(4-((4-(tert-pentyl)phenyl)amino)benzyl)carbamate C(C)(C)(C)N(C(O)=O)CC1=CC=C(C=C1)NC1=CC=C(C=C1)C(C)(C)CC.C(C=C)(=O)NC1=C(C(=O)NC2=NNC(=C2)CCC2=CC(=CC(=C2)OC)OC)C=CC(=C1)N1CC(N(C(C1)C)C)C